2-(4-chlorophenoxy)-N-[2-(2-chlorophenyl)-3-(4-chlorophenyl)-5,6,7,8-tetrahydrooxepino[3,2-c]pyrazol-8-yl]-2-methyl-propanamide ClC1=CC=C(OC(C(=O)NC2CCCOC=3C2=NN(C3C3=CC=C(C=C3)Cl)C3=C(C=CC=C3)Cl)(C)C)C=C1